ClC1=NC=C(C(=C1)C1=C(C=NC(=C1)C)C(=O)NC=1SC(=NN1)OCC12CC(C1)(C2)O)OC 2'-chloro-N-(5-((3-hydroxybicyclo(1.1.1)pentan-1-yl)methoxy)-1,3,4-thiadiazol-2-yl)-5'-methoxy-6-methyl-(4,4'-bipyridine)-3-carboxamide